N-(4'-methoxy-[1,1'-biphenyl]-3-yl)-N-methyl-8-nitro-[1,2,4]triazolo[4,3-a]quinazolin-5-amine COC1=CC=C(C=C1)C1=CC(=CC=C1)N(C1=NC=2N(C3=CC(=CC=C13)[N+](=O)[O-])C=NN2)C